The molecule is a biphenylyl carboxylate ester, a member of (trifluoromethyl)benzenes, a benzyl ether, an aromatic ether and an ethyl ester. It contains a benzyloxy group. CCCC(C1=CC(=CC(=C1)C2=CC=C(C=C2)C(F)(F)F)OCC3=CC=CC=C3)C(=O)OCC